2-(dimethylamino)-1-(4-fluorophenyl)cyclohexane CN(C1C(CCCC1)C1=CC=C(C=C1)F)C